ethyl 2-(methoxymethoxy)-2-methylhex-5-enoate COCOC(C(=O)OCC)(CCC=C)C